(2-(1-(cyclopropylmethyl)-1H-pyrazol-4-yl)pyrimidin-4-yl)-5-isopropyl-8-((2R,3S)-2-methyl-3-((methylsulfonyl)methyl)azetidin-1-yl)isoquinolin-3-amine C1(CC1)CN1N=CC(=C1)C1=NC=CC(=N1)C1=NC(=CC2=C(C=CC(=C12)N1[C@@H]([C@H](C1)CS(=O)(=O)C)C)C(C)C)N